ICC\C=C\CCCCCCC(OCC)OCC (3E)-1-iodo-11,11-diethoxy-3-undecene